CNCCNCC=1N=C(SC1C1=CC=C(C=C1)OC)C1=CC=C(C=C1)OC N-methyl-N'-(2,5-bis(4-methoxyphenyl)thiazol-4-yl-methyl)ethylenediamine